(1r,2s,5s)-6,6-dimethyl-3-azabicyclo-[3.1.0]hexane-2-carboxylate hydrochloride Cl.CC1([C@H]2CN[C@@H]([C@@H]12)C(=O)O)C